ethyl 5-(3-methoxy-2-methylphenyl)-4-phenyl-1H-pyrrole-3-carboxylate COC=1C(=C(C=CC1)C1=C(C(=CN1)C(=O)OCC)C1=CC=CC=C1)C